4,6-bis[3-(phenanthrene-9-yl)phenyl]pyrimidin C1=CC=CC=2C3=CC=CC=C3C(=CC12)C=1C=C(C=CC1)C1=NC=NC(=C1)C1=CC(=CC=C1)C=1C2=CC=CC=C2C=2C=CC=CC2C1